C1(=CC=CC=C1)[C@@H]1NOCC1 (R)-3-phenylisoxazolidine